2H-pyranmethanol O1C(C=CC=C1)CO